OP(=O)(CCC(C(=O)O)=O)C 4-(hydroxyl-(methyl)phosphinyl)-2-oxobutanoic acid